CC1=C(C=CC=C1C)C1=CC=CC=C1 2',3'-Dimethyl-[1,1'-biphenyl]